COCCOCCOCCOCCOCCOCCOCCOCCOCC(=O)O 2,5,8,11,14,17,20,23,26-nonaoxaoctacosane-28-oic acid